BrC=1C=C(C=CC1)NC1=NC=NC2=CC=C(C=C12)C(C(=O)N)C {4-[(3-Bromophenyl)amino]quinazolin-6-Yl}propanamide